N-(6-methoxy-2-(pyrrolidin-1-yl)-7-(3-(pyrrolidin-1-yl)prop-1-yn-1-yl)quinazolin-4-yl)cyclopropanecarboxamide COC=1C=C2C(=NC(=NC2=CC1C#CCN1CCCC1)N1CCCC1)NC(=O)C1CC1